5,6-bis(2-chloro-4-fluorophenyl)-2,3-dihydro-3-oxo-4-pyridazinecarbonitrile ClC1=C(C=CC(=C1)F)C1=C(C(NN=C1C1=C(C=C(C=C1)F)Cl)=O)C#N